2-(7-((2s,5r)-4-(1-(3-chloroquinoxalin-6-yl)ethyl)-2,5-dimethylpiperazin-1-yl)-4-methyl-5-oxo-4,5-dihydro-2H-pyrazolo[4,3-b]pyridin-2-yl)acetonitrile ClC=1C=NC2=CC=C(C=C2N1)C(C)N1C[C@@H](N(C[C@H]1C)C=1C=2C(N(C(C1)=O)C)=CN(N2)CC#N)C